C(C)OC(CCC1=NN=C2N1N=C(C=C2)Cl)=O 3-{6-chloro-[1,2,4]triazolo[4,3-b]pyridazin-3-yl}propanoic acid ethyl ester